CN1CC(C(C1)F)F 1-methyl-3,4-difluoropyrrolidine